Dimethylpropoxy(2-ethenylphenyl)silane C[Si](C1=C(C=CC=C1)C=C)(OCCC)C